C1(=CC=C(C=C1)C(OCCN1CCNCC1)C1=CC=CC=C1)C1=CC=CC=C1 1-(2-([1,1'-biphenyl]-4-yl(phenyl)methoxy)ethyl)piperazine